N1C[C@H](CCC1)CCNC(O[C@H]1[C@H](NC[C@@H]1O)CC1=CC=C(C=C1)OC)=O (2R,3S,4S)-4-hydroxy-2-[(4-methoxyphenyl)methyl]pyrrolidin-3-yl N-{2-[(3R)-piperidin-3-yl]ethyl}carbamate